(3R,4S,6R)-2-(((2R,3S,4S,5R,6R,8R)-1-(tert-butoxy)-3,9-dihydroxy-6-methoxy-2,4,6,8-tetramethyl-1-oxononan-5-yl)oxy)-4-(dimethylamino)-6-methyltetrahydro-2H-pyran-3-yl benzoate C(C1=CC=CC=C1)(=O)O[C@H]1C(O[C@@H](C[C@@H]1N(C)C)C)O[C@H]([C@H]([C@@H]([C@H](C(=O)OC(C)(C)C)C)O)C)[C@](C[C@H](CO)C)(C)OC